benzyl-2-((6-chloro-2-(4-methylpiperazin-1-yl)pyrido[3,4-d]pyrimidin-4-yl)amino)-N-(2-hydroxyethyl)ethane-1-sulphonamide C(C1=CC=CC=C1)C(CNC=1C2=C(N=C(N1)N1CCN(CC1)C)C=NC(=C2)Cl)S(=O)(=O)NCCO